2-(dimethylamino)-N-(5-(3-isopropyl-2-(2-methylpyridin-4-yl)-1H-indol-5-yl)pyrazin-2-yl)acetamide CN(CC(=O)NC1=NC=C(N=C1)C=1C=C2C(=C(NC2=CC1)C1=CC(=NC=C1)C)C(C)C)C